3-oxo-N-[6-(1,1,3,3-tetrafluoro-2-hydroxypropan-2-yl)pyridin-3-yl]-2-[2-(2,2,2-trifluoroethoxy)phenyl]-2,3-dihydropyridazine-4-carboxamide O=C1N(N=CC=C1C(=O)NC=1C=NC(=CC1)C(C(F)F)(C(F)F)O)C1=C(C=CC=C1)OCC(F)(F)F